O1[C@@H](COCC1)CNC(=O)C1=C(C2=C(CCC3=CN(N=C23)CC2=CC(=NC=C2)C)O1)C N-[(2R)-1,4-dioxan-2-ylmethyl]-8-methyl-2-[(2-methylpyridin-4-yl)methyl]-4,5-dihydro-2H-furo[2,3-g]indazole-7-carboxamide